(R)-N-(3-(1-(4-(4-((1-(5-(2,6-dioxopiperidin-3-yl)pyridin-2-yl)piperidin-4-yl)methyl)piperazin-1-yl)phenyl)-3-(pyridin-4-yl)-1H-pyrazol-4-yl)-2-fluorophenyl)propane-1-sulfonamide O=C1NC(CC[C@@H]1C=1C=CC(=NC1)N1CCC(CC1)CN1CCN(CC1)C1=CC=C(C=C1)N1N=C(C(=C1)C=1C(=C(C=CC1)NS(=O)(=O)CCC)F)C1=CC=NC=C1)=O